ClC=1C=C(C=CC1F)/C=C/CC (E)-4-(3-chloro-4-fluorophenyl)but-3-ene